NCC1=CC(=NC=C1)C(C)(C)O 2-(4-(aminomethyl)pyridin-2-yl)propan-2-ol